FC1=CC=C2C[C@@H](C2=C1)NC(=NO)C1=NON=C1O[C@@H]1CN(CC1)C(CO)=O N-[(7S)-4-Fluorobicyclo[4.2.0]octa-1,3,5-trien-7-yl]-N'-hydroxy-4-{[(3S)-1-(hydroxyacetyl)pyrrolidin-3-yl]oxy}-1,2,5-oxadiazol-3-carboximidamid